tert-butyl (3-((dimethylamino)methyl)-2,3-dihydro-[1,4]dioxino[2,3-b]pyridin-7-yl)carbamate CN(C)CC1COC=2C(=NC=C(C2)NC(OC(C)(C)C)=O)O1